1-chloro-2-fluoro-5-(trifluoromethyl)-3-[1-(trifluoromethyl)ethenyl]Benzene ClC1=C(C(=CC(=C1)C(F)(F)F)C(=C)C(F)(F)F)F